C(#N)C=1C=C(C=CC1)C1(C(CNCC1)CN(C)C)O 4-(3-cyanophenyl)-3-((dimethylamino)methyl)-4-hydroxypiperidine